(S)-4-((1,5-dichloro-1,5-dioxopent-2-yl)amino)-4-oxobutanoic acid ClC([C@H](CCC(=O)Cl)NC(CCC(=O)O)=O)=O